5-(5,5-dimethyl-1,3,2-dioxaborolan-2-yl)-3-methyl-1,3-benzothiazol-2(3H)-one CC1(COB(O1)C=1C=CC2=C(N(C(S2)=O)C)C1)C